NC1=CC=CC(=N1)S(=O)(=O)NC(=O)C=1C(=NC(=C(C1)F)N1CC(OCC1)(C)C)N1C(C[C@@H](C1)C)(C)C N-[(6-amino-2-pyridyl)sulfonyl]-6-(2,2-dimethylmorpholin-4-yl)-5-fluoro-2-[(4S)-2,2,4-trimethylpyrrolidin-1-yl]pyridine-3-carboxamide